(R)-(-)-mevalonate C(C[C@@](O)(C)CCO)(=O)[O-]